rac-3-Oxo-N-[2-oxo-2-[4-[5-(trifluoromethyl)pyrimidin-2-yl]piperazin-1-yl]ethyl]-4-(trifluoromethyl)-2,5,6,7-tetrahydrocyclopenta[c]pyridazine-7-carboxamide O=C1C(=C2C(=NN1)[C@@H](CC2)C(=O)NCC(N2CCN(CC2)C2=NC=C(C=N2)C(F)(F)F)=O)C(F)(F)F |r|